Propyl 2-(10-hydroxy-9-oxa-1-azaanthracen-6-yl)propionate OC1C=2C=CC=NC2OC2=CC=C(C=C12)C(C(=O)OCCC)C